C(CCC)Br Butylbromid